c-S-Adenosyl-L-methionine [C@@H]1([C@H](O)[C@H](O)[C@@H](C[S+](CC[C@H](N)C(=O)O)C)O1)N1C=NC=2C(N)=NC=NC12